tantalum chloride salt [Cl-].[Ta+5].[Cl-].[Cl-].[Cl-].[Cl-]